OC1=C(C=CC=2C(C3=CC=CC=C3C(C12)=O)=O)CO 1-hydroxy-2-hydroxymethylanthraquinone